phosphorus calcium salt [Ca].[P]